BrC1=CC=CC(=N1)NCC1=CC=C(C=C1)OC 6-bromo-N-(4-methoxybenzyl)pyridin-2-amine